C(CC)OC1=C(C(=CC=C1)C1=CC=CC=C1)C#N propoxybiphenyl-nitrile